ClC=1C(=CC=C2C(=CNC12)S(=O)(=O)NC1=NC=C(C=C1F)OCCF)C(F)F 7-Chloro-N-[3-fluoro-5-(2-fluoroethoxy)pyridin-2-yl]-6-(difluoromethyl)-1H-indol-3-sulfonamid